(2E)-N-(5-chloro-2-methylpyridin-3-yl)-3-[3-methyl-1-(oxan-2-yl)indazol-6-yl]prop-2-enamide ClC=1C=C(C(=NC1)C)NC(\C=C\C1=CC=C2C(=NN(C2=C1)C1OCCCC1)C)=O